5-(2-chloro-5-fluoropyrimidin-4-yl)-2-(pyridin-4-yl)-4-(trifluoromethyl)thiazole ClC1=NC=C(C(=N1)C1=C(N=C(S1)C1=CC=NC=C1)C(F)(F)F)F